FC=1C(=NC=C(C1)F)CC=1N=C(SC1C(=O)N)N1CCC(CC1)=O (3,5-difluoropyridin-2-yl)methyl-2-(4-oxopiperidin-1-yl)-1,3-thiazole-5-carboxamide